(E)-5,5-dimethyl-2-[m-(4H-1,2,4-triazol-4-yl)benzoylamino]-3-hexenoic acid CC(/C=C/C(C(=O)O)NC(C1=CC(=CC=C1)N1C=NN=C1)=O)(C)C